4-(4'-Chloro-5-cyano-4-hydroxy-biphenyl-3-yl)-4-oxo-butyric acid ClC1=CC=C(C=C1)C1=CC(=C(C(=C1)C#N)O)C(CCC(=O)O)=O